C1=CC2=C(C3=C(C4=C(C=C3)C=C(C=C4)O)OC2=C5C1=CC(=O)C=C5)C6=C(C=C(C=C6)C(=O)O)C(=O)O The molecule is a carboxynaphthofluorescein compound having a carboxy substituent at the 5-position. It has a role as a fluorochrome. It derives from a fluorescein.